(1-((3-bromo-6-chloro-1H-pyrazolo[4,3-c]pyridin-1-yl)methyl)cyclopentyl)methanol BrC1=NN(C2=C1C=NC(=C2)Cl)CC2(CCCC2)CO